(E)-6-((2-(2,6-dioxopiperidin-3-yl)-1,3-dioxoisoindolin-4-yl)oxy)-N-(4-(2-((4-(2-(3-methylbenzylidene)hydrazino)-6-morpholinopyrimidin-2-yl)oxy)ethyl)phenyl)hexanamide O=C1NC(CCC1N1C(C2=CC=CC(=C2C1=O)OCCCCCC(=O)NC1=CC=C(C=C1)CCOC1=NC(=CC(=N1)N/N=C/C1=CC(=CC=C1)C)N1CCOCC1)=O)=O